COCC1=CC(NC(N1)=S)=O 6-methoxymethyl-2-thiouracil